1,3-dimethoxypropan-2-yl methanesulfonate CS(=O)(=O)OC(COC)COC